ClC=1C(=CC2=CN(N=C2C1)C1CCC(CC1)C=O)NC(=O)C1=NC(=CC=C1)C(F)(F)F N-[6-chloro-2-(4-formylcyclohexyl)indazol-5-yl]-6-(trifluoromethyl)pyridine-2-carboxamide